dimethylpentylammonium C[NH+](CCCCC)C